4-((1-acryloylpyrrolidin-3-yl)methyl)-5-fluoro-2,3-dimethyl-1H-indole-7-carboxamide C(C=C)(=O)N1CC(CC1)CC1=C2C(=C(NC2=C(C=C1F)C(=O)N)C)C